N-(4-methoxybenzo[d]isoxazol-3-yl)-7-methyl-quinoline-8-sulfonamide COC1=CC=CC2=C1C(=NO2)NS(=O)(=O)C=2C(=CC=C1C=CC=NC21)C